Isobenzofuran-1(3H)-one C1(OCC2=CC=CC=C12)=O